tert-butyl (2-amino-2-(4-(trifluoromethoxy)phenyl)ethyl)carbamate NC(CNC(OC(C)(C)C)=O)C1=CC=C(C=C1)OC(F)(F)F